7-bromo-1-methyl-4-oxo-1,4-dihydroquinoline-3-carboxylic acid BrC1=CC=C2C(C(=CN(C2=C1)C)C(=O)O)=O